(±)-trans-N-(3-phenoxyphenyl)-4-phenylpyrrolidine-3-carboxamide O(C1=CC=CC=C1)C=1C=C(C=CC1)NC(=O)[C@@H]1CNC[C@H]1C1=CC=CC=C1 |r|